5-[(3,4-Dimethoxyphenoxy)methyl]-1,3,4-oxadiazol-2(3H)-one COC=1C=C(OCC2=NNC(O2)=O)C=CC1OC